N-(2-chloro-4-(trifluoromethyl)phenyl)-2-(2-(cis-2,6-dimethylmorpholinyl)-5-ethyl-7-oxo-6-(piperazin-1-yl)-[1,2,4]triazolo[1,5-a]pyrimidin-4(7H)-yl)acetamide ClC1=C(C=CC(=C1)C(F)(F)F)NC(CN1C=2N(C(C(=C1CC)N1CCNCC1)=O)N=C(N2)N2C[C@H](O[C@H](C2)C)C)=O